(R)-6-(4-hydroxybenzo[b]thiophen-5-yl)-3-((1-(2-hydroxyethyl)piperidin-3-yl)amino)-4-methyl-1,2,4-triazine-5(4H)-one OC1=C(C=CC=2SC=CC21)C=2C(N(C(=NN2)N[C@H]2CN(CCC2)CCO)C)=O